3-fluoro-N-(quinolin-8-yl)picolinamide FC=1C(=NC=CC1)C(=O)NC=1C=CC=C2C=CC=NC12